N1-benzylhexane-1,6-diamine, hydrochloride salt Cl.C(C1=CC=CC=C1)NCCCCCCN